3-cyclopentylpropane-1,2-dione C1(CCCC1)CC(C=O)=O